C(C=1C(O)=CC=CC1)=C(C(C)N=CC=1C(O)=CC=CC1)N 1,N2-bis(salicylidene)-1,2-propanediamine